ClC=1C=C(C=CC1Cl)SC1=C(C=C(C=C1)S(=O)(=O)NC1=C(C=CC=C1)CO)[N+](=O)[O-] 4-((3,4-Dichlorophenyl)thio)-N-(2-(hydroxymethyl)phenyl)-3-nitrobenzenesulfonamide